(rac)-((1s,3s)-3-Hydroxy-3-methylcyclobutyl)(6-(3-(trifluoromethoxy)benzyl)-2-azaspiro[3.4]octan-2-yl)methanon OC1(CC(C1)C(=O)N1CC2(C1)C[C@H](CC2)CC2=CC(=CC=C2)OC(F)(F)F)C |r|